NC1=NC(=C2N=CN(C2=N1)[C@H]1C[C@H](C1)COP(=O)(OCCSC(C(C)(C)C)=O)N[C@@H](C)C(=O)OC)OC methyl (((cis-3-(2-amino-6-methoxy-9H-purin-9-yl) cyclobutyl) methoxy)(2-(pivaloylthio) ethoxy) phosphoryl)-L-alaninate